C(#N)C1=CC2=C(N=C(N=C2)NC2=C(C=C(C(=O)OC)C=C2)OC2COC2)N1[C@H]1COC[C@@H]1C methyl 4-((6-cyano-7-((3R,4R)-4-methyltetrahydrofuran-3-yl)-7H-pyrrolo[2,3-d]pyrimidin-2-yl)amino)-3-(oxetan-3-yloxy)benzoate